methyl N-(((9H-fluoren-9-yl)methoxy) carbonyl)-N-methyl-L-serinate C1=CC=CC=2C3=CC=CC=C3C(C12)COC(=O)N([C@@H](CO)C(=O)OC)C